(R)-2-(1-(4-chloro-3-methylphenyl)-1H-pyrazol-4-yl)-N-(5-cyclopropyl-1H-pyrazol-3-yl)propanamide ClC1=C(C=C(C=C1)N1N=CC(=C1)[C@H](C(=O)NC1=NNC(=C1)C1CC1)C)C